1-chloro-1,4-disilacyclohexane Cl[SiH]1CC[SiH2]CC1